N-((3,3-difluorocyclobutyl)(5-((2-oxo-4-(trifluoromethyl)imidazolidin-1-yl)methyl)benzo[d]oxazol-2-yl)methyl)-4-ethyl-isoxazole-3-carboxamide FC1(CC(C1)C(NC(=O)C1=NOC=C1CC)C=1OC2=C(N1)C=C(C=C2)CN2C(NC(C2)C(F)(F)F)=O)F